tert-Butyl N-[(1R)-1-[[4-[1-(benzenesulfonyl)-2-methyl-pyrrolo[2,3-b]pyridin-4-yl]-3-methyl-phenyl]carbamoyl]-3-methyl-butyl]carbamate C1(=CC=CC=C1)S(=O)(=O)N1C(=CC=2C1=NC=CC2C2=C(C=C(C=C2)NC(=O)[C@@H](CC(C)C)NC(OC(C)(C)C)=O)C)C